CS(=O)(=O)O.C(C)(C)(C)C=1NC(=C(N1)C1=CC=C(C=C1)F)C1=CC=C2C(=N1)N(C(=N2)N)CC(C)(C)C 5-(2-(tert-butyl)-4-(4-fluorophenyl)-1H-imidazol-5-yl)-3-neopentyl-3H-imidazo[4,5-b]pyridin-2-amine methanesulfonate